(S)-3-(3,4-difluorophenyl)-2-(2-((2R,6S)-2,6-dimethylpiperidin-1-yl)acetamido)propanoic acid FC=1C=C(C=CC1F)C[C@@H](C(=O)O)NC(CN1[C@@H](CCC[C@@H]1C)C)=O